C(C)(C)C1=C(NC=2C1=NC(=CC2)OC2CN(C2)C2CCOCC2)C=2C=C(C=1N(C2)N=CN1)OC 6-(3-isopropyl-5-((1-(tetrahydro-2H-pyran-4-yl)azetidin-3-yl)oxy)-1H-pyrrolo[3,2-b]pyridin-2-yl)-8-methoxy-[1,2,4]triazolo[1,5-a]pyridine